CC1=CC(=CC2=C1OCCO2)CCNC2=CC=NC=N2 6-[2-(8-methyl-2,3-dihydro-benzo[1,4]dioxin-6-yl)-ethylamino]-pyrimidin